bis(4-methoxyphenethyl)naphthalene-2,7-diamine COC1=CC=C(CCC=2C(=C(C3=CC(=CC=C3C2)N)CCC2=CC=C(C=C2)OC)N)C=C1